ClC=1C=CC(=C(C(=O)NCCCCCCCC(=O)[O-])C1)O.C(=O)(O)C[NH+](C)C 1-carboxyl-N,N,N-trimethyl-ammonium 8-(5-chloro-2-hydroxybenzoylamino)octanoate